N1C=NC2=C1C=CC(=C2)C2=C(C=CC(=C2)CCC)C(C)O 1-(2-(1H-benzimidazol-5-yl)-4-propylphenyl)ethane-1-ol